ClC1=C(C(=CC=C1)F)CP(O)(=O)CC[C@H]1OC([C@H]([C@H]([C@@H]1OCC1=CC(=C(C=C1)OC)OC)OCC1=CC(=C(C=C1)OC)OC)OCC1=CC(=C(C=C1)OC)OC)OC1=CC=C(C=C1)OC (2-chloro-6-fluoro-phenyl)methyl-[2-[(2R,3R,4S,5S)-3,4,5-tris[(3,4-dimethoxyphenyl)methoxy]-6-(4-methoxyphenoxy)tetrahydropyran-2-yl]ethyl]phosphinic acid